OC1=C(C=O)C=CC=C1 2-hydroxybenzaldehyde